(RS)-2-[(2-ethoxyphenoxy)methyl]morpholine C(C)OC1=C(OC[C@H]2CNCCO2)C=CC=C1 |r|